2-methyl-3-butenol CC(CO)C=C